NC1=C2N=CN(C2=NC(=N1)F)[C@H]1C[C@@H]([C@@](O1)(C#C)CO[P@](=O)(OC1=CC=CC=C1)N[C@@H](C)C(=O)OC(C)C)O isopropyl ((S)-(((2R,3S,5R)-5-(6-amino-2-fluoro-9H-purin-9-yl)-2-ethynyl-3-hydroxytetrahydrofuran-2-yl)methoxy)(phenoxy)phosphoryl)-L-alaninate